1-(3-(((1-isobutyl-6-((5-methylthiazol-2-yl)amino)-1H-pyrrolo[3,2-c]pyridin-4-yl)oxy)methyl)piperidin-1-yl)prop-2-en-1-one C(C(C)C)N1C=CC=2C(=NC(=CC21)NC=2SC(=CN2)C)OCC2CN(CCC2)C(C=C)=O